OC=1C=CC=C2C=C(C=3N(C12)N=NN3)C(=O)N 9-hydroxytetrazolo[1,5-a]quinoline-4-carboxamide